C[C@@H](CN1C[C@]2(CCS(C2)(=O)=O)CC1)CC1=CC=C(C=C1)C(C)(C)CC (R)-7-((R)-2-methyl-3-(4-(tert-pentyl)phenyl)propyl)-2-thia-7-azaspiro[4.4]nonane 2,2-dioxide